methyl 4-(3-fluoro-2-(1-fluoroethyl) phenyl)-2-(fluoromethyl)-5-oxo-4,5,6,7-tetrahydro-1H-cyclopenta[b]pyridine-3-carboxylate FC=1C(=C(C=CC1)C1C2=C(NC(=C1C(=O)OC)CF)CCC2=O)C(C)F